ClC1=CC(=C(N)C=C1)N1C=CC2=CC=CC=C12 4-chloro-2-(1H-indol-1-yl)aniline